[(2R)-pyrrolidin-2-yl]methyl 2-[[4-[[2-(6-methyl-2-pyridyl)pyrimidin-4-yl]amino]pyrimidin-2-yl]amino]thiazole-4-carboxylate CC1=CC=CC(=N1)C1=NC=CC(=N1)NC1=NC(=NC=C1)NC=1SC=C(N1)C(=O)OC[C@@H]1NCCC1